6-Fluoro-2-(3-morpholin-4-yl-propyl)-3-oxo-2,3-dihydro-1H-isoindole-4-carboxylic acid amide FC=1C=C(C=2C(N(CC2C1)CCCN1CCOCC1)=O)C(=O)N